4-(1,1-dimethylpropyl)cyclohexane-1-one (R)-tert-Butyl-2-((3-(methoxycarbonyl)-4-methylphenoxy)methyl)azetidine-1-carboxylate C(C)(C)(C)OC(=O)N1[C@H](CC1)COC1=CC(=C(C=C1)C)C(=O)OC.CC(CC)(C)C1CCC(CC1)=O